FC1=CC=C(C=C1C1=C(C=CC=C1)C)[C@H](CC(=O)O)NC(=O)NC=1C(N(C(=CC1O)C)C)=O (S)-3-(6-fluoro-2'-methylbiphenyl-3-yl)-3-(3-(4-hydroxy-1,6-dimethyl-2-oxo-1,2-dihydropyridin-3-yl)ureido)propionic acid